methyl propenethiosulfinate C(=CC)S(OC)=S